2-bromo-2-chloroacetonitrile BrC(C#N)Cl